7-isopropyl-2-methanesulfonyl-8-(3,4,5-trifluorophenyl)-3H-pyrazolo[1,5-a][1,3,5]triazin-4-one C(C)(C)C1=NN2C(N=C(NC2=O)S(=O)(=O)C)=C1C1=CC(=C(C(=C1)F)F)F